Cl.Cl.CC=1C=C2C(N(C(=NC2=CC1)CCCCNC)CC(C)(C)C)=O 6-methyl-2-(4-(methylamino)butyl)-3-neopentylquinazolin-4(3H)-one bis-hydrochloride salt